6-[1-(2-fluoro-6-methyl-phenyl)-piperidin-4-yl]-2-(2-fluoro-2-methyl-propyl)-4-(2-trifluoromethyl-benzyl)-2,4,6,7-tetrahydro-pyrazolo[4,3-d]pyrimidin-5-one FC1=C(C(=CC=C1)C)N1CCC(CC1)N1C(N(C=2C(C1)=NN(C2)CC(C)(C)F)CC2=C(C=CC=C2)C(F)(F)F)=O